triethylene glycol mono(2-ethylhexyl) ether C(C)C(COCCOCCOCCO)CCCC